N-(2,3-dihydro-4H-benzo[b][1,4]oxazin-4-yl)-3-isopropyl-1-methyl-7-(2,3,5-trifluorophenyl)-1H-indole-2-carboxamide O1C2=C(N(CC1)NC(=O)C=1N(C3=C(C=CC=C3C1C(C)C)C1=C(C(=CC(=C1)F)F)F)C)C=CC=C2